4-(6-((1-methyl-1H-indazol-6-yl)methoxy)pyridin-2-yl)piperidine-1-carboxylic acid tert-butyl ester C(C)(C)(C)OC(=O)N1CCC(CC1)C1=NC(=CC=C1)OCC1=CC=C2C=NN(C2=C1)C